CP(=O)(C)C=1C(=C(C(=O)NC2CCOCC2)C=CC1)NCC#C (dimethylphosphoryl)-2-(prop-2-yn-1-ylamino)-N-(tetrahydro-2H-pyran-4-yl)benzamide